CC1=C(C=CC(=C1)C)C[C@H](NC(=O)[C@H]1[C@@H]2CC[C@H](C1)O2)B(O)O [(1R)-2-(2,4-dimethyl-phenyl)-1-{[(1S,2R,4R)-7-oxabicyclo[2.2.1]heptan-2-yl]formamido}ethyl]boronic acid